(R)-N-((3,3-difluoropiperidin-4-yl)methyl)pyrimidin-2-amine trifluoroacetate salt FC(C(=O)O)(F)F.FC1(CNCC[C@@H]1CNC1=NC=CC=N1)F